FC1=C(C=CC(=C1)F)C(C(F)(F)C1=CC=C(C=N1)OC1=CC=C(C#N)C=C1)(CN1N=CN=C1)O 4-[[6-[2-(2,4-difluorophenyl)-1,1-difluoro-2-hydroxy-3-(1,2,4-triazol-1-yl)propyl]-3-pyridinyl]oxy]benzonitrile